BrC1=C2C(=CNC2=C(C=C1C)C)Cl 4-bromo-3-chloro-5,7-dimethyl-1H-indole